5,5-dimethyl-1-((2-((1-methyl-2-oxopiperidin-3-yl)amino)pyridin-4-yl)methyl)-3-(4-((trifluoromethyl)sulfonyl)phenyl)imidazolidine-2,4-dione CC1(C(N(C(N1CC1=CC(=NC=C1)NC1C(N(CCC1)C)=O)=O)C1=CC=C(C=C1)S(=O)(=O)C(F)(F)F)=O)C